2-hydroxynaphthoaldehyde OC1=C(C2=CC=CC=C2C=C1)C=O